CN(C1(CCC2(CN(C(N2)=O)C=2C=NC(=CC2)C2=C3CC(NC3=CC=C2)=O)CC1)C1=CC=CC=C1)C cis-8-dimethylamino-3-[6-(2-oxo-1,3-dihydro-indol-4-yl)-pyridin-3-yl]-8-phenyl-1,3-diazaspiro[4.5]decan-2-one